C(=O)(O)COCCOCCOCC(=O)O {2-[2-(carboxymethoxy)ethoxy]ethoxy}acetic acid